COC(C(C)(C)C1=CC=C(C=C1)I)=O (4-iodophenyl)-2-methylpropanoic acid methyl ester